3'-bromo-3-chloro-2'-fluoro-[1,1'-biphenyl]-2-ol BrC=1C(=C(C=CC1)C=1C(=C(C=CC1)Cl)O)F